(E)-1-(1-(4-fluorophenyl)-3,4-dihydroisoquinolin-2(1H)-yl)-2-methoxy-2-(quinuclidin-3-ylidene)ethanone FC1=CC=C(C=C1)C1N(CCC2=CC=CC=C12)C(\C(=C\1/CN2CCC1CC2)\OC)=O